FC1=C(C=C(C=C1)C(C)C)C1=NC=2C=CNC(C2C(=C1)NC1=NC=C(C=C1)N1CCNCC1)=O 2-(2-fluoro-5-isopropyl-phenyl)-4-[(5-piperazin-1-yl-2-pyridyl)amino]-6H-1,6-naphthyridin-5-one